tert-butyl 4-(5-amino-3-fluoropyridin-2-yl)benzoate NC=1C=C(C(=NC1)C1=CC=C(C(=O)OC(C)(C)C)C=C1)F